N[C@@H]([C@@H](C)CC)C(=O)NCC(=O)N[C@@H](CO)C(=O)O |&1:1,2| Racemic-isoleucyl-glycyl-serine